(2S)-N-(4-chlorobenzyl)-N-(4,4-dimethylcyclohexyl)-1-((R)-N,4-dimethylphenylsulfonimidoyl)pyrrolidine-2-carboxamide ClC1=CC=C(CN(C(=O)[C@H]2N(CCC2)[S@](=O)(=NC)C2=CC=C(C=C2)C)C2CCC(CC2)(C)C)C=C1